FC1=C2C=CC=NC2=CC=C1NC1=NC=NC2=CC(=CC(=C12)O[C@@H](CNC)C)C=1C=NN(C1)C (R)-N-(5-fluoroquinolin-6-yl)-7-(1-methyl-1H-pyrazol-4-yl)-5-((1-(methylamino)propan-2-yl)oxy)quinazolin-4-amine